FC1=CC=C2C=C(C=C(C2=C1C#C[Si](C(C)C)(C(C)C)C(C)C)C=O)OCOC 7-fluoro-3-(methoxymethoxy)-8-(2-triisopropylsilylethynyl)naphthalene-1-carbaldehyde